C(C)(C)(C)C1C=CN(C=C1)C(C(C)(C)C)=O 1-(4-(Tert-butyl)pyridin-1(4H)-yl)-2,2-dimethylpropan-1-one